C(C)(=O)NC=1SC(=CN1)CN1C(CN(CC1)CC(=O)NC1=CC=C(C=C1)N1CCN(CC1)C(C)=O)C 2-(4-((2-acetamidothiazol-5-yl)methyl)-3-methylpiperazin-1-yl)-N-(4-(4-acetylpiperazin-1-yl)phenyl)acetamide